C(C1CCC(CC1)N=C=O)C1CCC(CC1)N=C=O methylenebis4,4'-cyclohexylisocyanate